BrC1=C(C=C(CNS(=O)C(C)(C)C)C=C1)OC N-(4-bromo-3-methoxybenzyl)-2-methylpropane-2-sulfinamide